C(C)(C)(C)OC(NCC1=CC(=CC(=C1)C=1C=NN(C1)C1=CSC=C1)F)=O 3-Fluoro-5-(1-(thiophen-3-yl)-1H-pyrazol-4-yl)benzyl-carbamic acid tert-butyl ester